BrC=1C=CC=C2C(=C(NC12)C1=CC=CC=C1)C=CC(=O)N[C@@H]1C(NC[C@H]1O)=O 3-(7-bromo-2-phenyl-1H-indol-3-yl)-N-[(3S,4R)-4-hydroxy-2-oxo-pyrrolidin-3-yl]propenamide